n-valerate CCCCC(=O)O